N-(3-(4-(1,1-difluoroethyl)pyrimidin-2-yl)-1-methyl-1H-pyrrolo[2,3-c]pyridin-5-yl)acetamide FC(C)(F)C1=NC(=NC=C1)C1=CN(C2=CN=C(C=C21)NC(C)=O)C